1'-(4-(trifluoromethyl)pyridin-2-yl)-3-azaspiro[bicyclo[3.2.1]octane-8,3'-pyrrolidin]-5'-one hydrochloride Cl.FC(C1=CC(=NC=C1)N1CC2(CC1=O)C1CNCC2CC1)(F)F